(trimethylsilyl)ethynyl-5-(azetidin-1-yl)pyridine C[Si](C)(C)C#CC1=NC=C(C=C1)N1CCC1